1,4,4,4-tetrafluoro-2-(trifluoromethyl)-2-butene FCC(=CC(F)(F)F)C(F)(F)F